N-[5-ethylsulfonyl-6-[1-oxo-6-(trifluoromethyl)-3H-pyrrolo[3,4-c]pyridin-2-yl]-2-pyridinyl]-N-methyl-acetamide C(C)S(=O)(=O)C=1C=CC(=NC1N1CC=2C=NC(=CC2C1=O)C(F)(F)F)N(C(C)=O)C